4-(3-methylsulfonylphenyl)-1-propylpiperidine CS(=O)(=O)C=1C=C(C=CC1)C1CCN(CC1)CCC